4-(5-formyl-pyridazin-4-yl)benzoic acid C(=O)C=1C(=CN=NC1)C1=CC=C(C(=O)O)C=C1